CNCCC(C=1SC=CC1)OCC1=CC(=CC=C1)N1CCN(CCC1)C N-methyl-3-((3-(4-methyl-1,4-diazepan-1-yl)benzyl)oxy)-3-(thiophen-2-yl)propan-1-amine